ClC1=CC=C(C=C1)CCCI 1-chloro-4-(3-iodopropyl)benzene